tert-butyl 1-((2S,3S)-1-methyl-5-oxo-2-(pyridin-3-yl)pyrrolidin-3-yl)-1,8-dioxo-5,12-dioxa-2,9-diazapentadecan-15-oate CN1[C@@H]([C@H](CC1=O)C(NCCOCCC(NCCOCCC(=O)OC(C)(C)C)=O)=O)C=1C=NC=CC1